[(3R)-1-[(4S)-2-[(3-bromo-2-methyl-phenyl)carbamoyl]-4,5,6,7-tetrahydropyrazolo[1,5-a]pyridin-4-yl]pyrrolidin-3-yl] diethyl phosphate P(=O)(O[C@H]1CN(CC1)[C@@H]1C=2N(CCC1)N=C(C2)C(NC2=C(C(=CC=C2)Br)C)=O)(OCC)OCC